tert-butyl (2-amino-5-(trifluoromethyl)pyridin-3-yl)(methyl)carbamate NC1=NC=C(C=C1N(C(OC(C)(C)C)=O)C)C(F)(F)F